triflic acid 7',8'-dihydro-5'H-spiro[1,3-dioxolan-2,6'-quinolin]-2'-yl ester N1=C(C=CC=2CC3(CCC12)OCCO3)OS(=O)(=O)C(F)(F)F